NCC(=O)N(C)CC(=O)O GLYCYL-SARCOSINE